3-(methylthio)butanoic acid CSC(CC(=O)O)C